C(N)(=O)C1=CN=C2N1C=C(C=C2)C=2C(=NC=CC2)C2=NC=CC=C2 3'-(3-Carbamoylimidazo[1,2-a]pyridin-6-yl)-[2,2'-bipyridin]